5-fluoro-N,N-diisopropyl-2-((4-(2-(4-(methylsulfonamido)cyclohexyl)-2,7-diazaspiro[3.5]nonan-7-yl)pyrimidin-5-yl)amino)benzamide FC=1C=CC(=C(C(=O)N(C(C)C)C(C)C)C1)NC=1C(=NC=NC1)N1CCC2(CN(C2)C2CCC(CC2)NS(=O)(=O)C)CC1